CN1C=NC2=C(NC(NC2=O)=O)C1=O 7-methyl-1,7-dihydropyrimido[5,4-d]pyrimidine-2,4,8(3H)-trione